FC1=CC=C(COC=2C=C(C=CC2B2OC(C(O2)(C)C)(C)C)NS(=O)(=O)CC)C=C1 N-(3-((4-fluorobenzyl)oxy)-4-(4,4,5,5-tetramethyl-1,3,2-dioxaborolan-2-yl)phenyl)ethanesulfonamide